tert-butyl (12aR)-9-bromo-10-chloro-8-formyl-3,4,12,12a-tetrahydro-6H-pyrazino[2,1-c][1,4]benzoxazepine-2(1H)-carboxylate BrC1=C(C2=C(CN3[C@@H](CO2)CN(CC3)C(=O)OC(C)(C)C)C=C1C=O)Cl